O1C2C(C1)O2 Epoxy-Oxetane